ClCC(=O)N(CCOCCC)C1=C(C=CC=C1CC)CC 2-chloro-N-(2,6-diethylphenyl)-N-(2-propoxyethyl)acetamide